BrC(=NO)Br 1,1-dibromoformaldehyde oxime